2-(2,2-difluorocyclopropyl)-N-[4-[2-[[4-(dimethylamino)cyclohexyl]amino]-8-isopropyl-7-oxo-pteridin-6-yl]-2-fluoro-phenyl]ethanesulfonamide FC1(C(C1)CCS(=O)(=O)NC1=C(C=C(C=C1)C1=NC=2C=NC(=NC2N(C1=O)C(C)C)NC1CCC(CC1)N(C)C)F)F